NC1=NC=2C=NC(=CC2C2=C1COC2)C(=O)N2[C@H](CC(CC2)(F)F)C2=CC=C(C=C2)OC(F)(F)F (4-amino-1,3-dihydrofuro[3,4-c][1,7]naphthyridin-8-yl)-[(2R)-4,4-difluoro-2-[4-(trifluoromethoxy)phenyl]-1-piperidyl]methanone